(Z)-4-(2,4-Dioxo-1,2,3,4-tetrahydro-5H-naphtho[1,2-b][1,4]diazepin-5-yl)-N'-hydroxypicolinimidamide O=C1CC(N(C2=C(N1)C1=CC=CC=C1C=C2)C2=CC(=NC=C2)/C(/N)=N/O)=O